Cl.COC1=CC2=C([C@@H](C2)CNC)C=C1OC (1R)-4,5-dimethoxy-1-[(methylamino)methyl]benzocyclobutane hydrochloride